(S)-(2-amino-4-((tert-butyldiphenylsilyl)oxy)-5-methoxyphenyl)(2-(((tert-butyldimethylsilyl)oxy)-methyl)-4-methylenepyrrolidin-1-yl)methanone NC1=C(C=C(C(=C1)O[Si](C1=CC=CC=C1)(C1=CC=CC=C1)C(C)(C)C)OC)C(=O)N1[C@@H](CC(C1)=C)CO[Si](C)(C)C(C)(C)C